BrCCN(N)C1=CC=C(C=C1)[N+](=O)[O-] 1-(2-bromoethyl)-1-(4-nitrophenyl)hydrazine